FC1=CC(=C(N)C=C1)O[C@H]1[C@@H](CCCC1)OC 4-fluoro-2-[(1R,2R)-2-methoxycyclohexyloxy]aniline